2-(2'-hydroxy-3',5'-di-tert-butylphenyl)-5-chloro-benzothiazole OC1=C(C=C(C=C1C(C)(C)C)C(C)(C)C)C=1SC2=C(N1)C=C(C=C2)Cl